2-hydrazino-6-[(2-methylphenyl)amino]pyrimidine-4-carbonitrile N(N)C1=NC(=CC(=N1)C#N)NC1=C(C=CC=C1)C